ClC1=CC(=C(C=C1)C(C)=O)C1=CC(=NC=C1OC)OC 1-(4-Chloro-2-(2,5-dimethoxypyridin-4-yl)phenyl)ethanone